ClC=1N=C(C(=NC1COC)N1CCC(CC1)C(=O)O)C=1C=C2C=CN(C2=C(C1)F)C 1-(5-chloro-3-(7-fluoro-1-methyl-1H-indol-5-yl)-6-(methoxymethyl)pyrazin-2-yl)piperidine-4-carboxylic acid